(Z)-3-(3-chlorophenyl)-2-(5-chloro-2-fluorophenyl)acrylonitrile ClC=1C=C(C=CC1)\C=C(/C#N)\C1=C(C=CC(=C1)Cl)F